N4-Cyclohexyl-N2-(2-(1-(cyclopropylsulfonyl)-1H-pyrazol-4-yl)pyrimidin-4-yl)-5-((1-methyl-1H-pyrazol-4-yl)ethynyl)pyridine-2,4-diamine C1(CCCCC1)NC1=CC(=NC=C1C#CC=1C=NN(C1)C)NC1=NC(=NC=C1)C=1C=NN(C1)S(=O)(=O)C1CC1